N-(((2S,3S,4R,5S,6S)-3,4,5-trihydroxy-6-methyltetrahydro-2H-pyran-2-yl)oxy)pyrimidine-5-carboxamide 1-methyl-4-phenyl-2,8-dioxabicyclo[3.2.1]oct-7-yl-acetate CC12OCC(C(CC1CC(=O)O)O2)C2=CC=CC=C2.O[C@@H]2[C@@H](O[C@H]([C@H]([C@H]2O)O)C)ONC(=O)C=2C=NC=NC2